[Na+].[Na+].OCCN(CC(=O)[O-])CC(=O)[O-] N-2-hydroxyethyliminodiacetic acid disodium salt